trans-4-tert-butylcyclohexanol C(C)(C)(C)[C@@H]1CC[C@H](CC1)O